(1-3,8-diazabicyclo[3.2.1]oct-8-yl)cyclobutan-1-carbonitrile C12CNCC(CC1)N2C2(CCC2)C#N